spiro[4,5-dihydrothieno[2,3-c]pyran-7,4'-piperidine]-3-carboxylic acid methyl ester COC(=O)C1=CSC2=C1CCOC21CCNCC1